methyl 2-(4-(4-(5,6-dihydro-4H-pyrrolo[3,4-d]thiazole-5-carboxamido) phenyl) piperidin-1-yl)-2-oxoacetate S1C=NC2=C1CN(C2)C(=O)NC2=CC=C(C=C2)C2CCN(CC2)C(C(=O)OC)=O